NC1=C2C(C3(C(OC4=C3C=CC(=C4)OC)(C2=CC=C1)O)NC(C)=O)=O N-(1-amino-4b-hydroxy-7-methoxy-10-oxo-4b,10-dihydro-9bH-indeno[1,2-b]benzofuran-9b-yl)acetamide